N-((1R,3R)-3-aminocyclohexyl)-4-(7H-pyrrolo[2,3-d]pyrimidin-4-yl)-3,4-dihydro-2H-1,4-thiazine-6-carboxamide hydrochloride Cl.N[C@H]1C[C@@H](CCC1)NC(=O)C1=CN(CCS1)C=1C2=C(N=CN1)NC=C2